tert-Butyl 2-((3-(methoxycarbonyl)-4-methyl phenyl)ethynyl)azetidine-1-carboxylate COC(=O)C=1C=C(C=CC1C)C#CC1N(CC1)C(=O)OC(C)(C)C